N=1N=CN2C1C(=NC=C2)CN(CC2=CN=CS2)CC2=CC(=CC=C2)Br 1-([1,2,4]triazolo[4,3-a]pyrazin-8-yl)-N-(3-bromobenzyl)-N-(thiazol-5-ylmethyl)methylamine